(rac)-6-(6-(tert-butyl)pyridin-2-yl)-2-azaspiro[3.4]Oct-5-ene-2-carboxylic acid C(C)(C)(C)C1=CC=CC(=N1)C1=CC2(CN(C2)C(=O)O)CC1